C(=O)O.CN1CCC(CCC1)NC=1N=NC(=C2C1C=NC=C2)C2=C(C=C(C=C2)C(F)(F)F)O 2-{4-[(1-methylazepan-4-yl)amino]pyrido[3,4-d]pyridazin-1-yl}-5-(trifluoromethyl)phenol formate salt